CC1C=CN2C=CC=C12 1-methyl-pyrrolizine